5-((5-bromo-2-nitrophenyl) amino)-4-methylpentyl methanesulfonate CS(=O)(=O)OCCCC(CNC1=C(C=CC(=C1)Br)[N+](=O)[O-])C